OC1=CC=C(C=C1)NC1=NC(=NC(=N1)NC1=CC=C(C=C1)O)NC1=CC=C(C=C1)O 2,4,6-tris(4-hydroxyphenyl)amino-1,3,5-triazine